N-(5-Hydroxy-3,4,6-trimethylpyridin-2-yl)benzo[b]thiophen-2-carboxamid OC=1C(=C(C(=NC1C)NC(=O)C1=CC2=C(S1)C=CC=C2)C)C